8-chloro-7-[(4-chlorophenyl)methyl]-3-(5,5-dimethyl-2-oxa-5-silahex-1-yl)-1-(2,2,3,3-tetramethyl-4-oxa-3-silaheptan-7-yl)-1,2,3,6-tetrahydropurine-2,6-dione ClC1=NC=2N(C(N(C(C2N1CC1=CC=C(C=C1)Cl)=O)CCCO[Si](C(C)(C)C)(C)C)=O)COCC[Si](C)(C)C